(Z)-5-((2-(4-(trifluoromethoxy)phenyl)pyridin-4-yl)methylene)thiazolidine-2,4-dione FC(OC1=CC=C(C=C1)C1=NC=CC(=C1)\C=C/1\C(NC(S1)=O)=O)(F)F